2H,3H,4H,5H-pyrido[3,2-b][1,4]oxazepine-4-one O1C2=C(NC(CC1)=O)N=CC=C2